stilbene-3,4',5-triol C1(=CC(=CC(=C1)O)O)C=CC1=CC=C(C=C1)O